C1CCNC(=O)C1 piperidinone